2-(pyridin-4-ylmethyl)-2-azaspiro[3.3]heptan-6-yl (2R,6S)-2,6-dimethyl-4-[5-(trifluoromethyl)pyrazin-2-yl]piperazine-1-carboxylate C[C@H]1N([C@H](CN(C1)C1=NC=C(N=C1)C(F)(F)F)C)C(=O)OC1CC2(CN(C2)CC2=CC=NC=C2)C1